BrC=1C=C(C=CC1)NC(NC1=C(C(=O)NCCC)C=CC(=C1)OC(F)(F)F)=O 2-[3-(3-bromophenyl)ureido]-4-trifluoromethoxy-N-propylbenzamide